(6-Bromo-2-ethylbenzofuran-3-yl)(4-hydroxy-3,5-diiodophenyl)methanone BrC1=CC2=C(C(=C(O2)CC)C(=O)C2=CC(=C(C(=C2)I)O)I)C=C1